1-benzyl-6-(3,5-dimethylisoxazol-4-yl)-1H-benzo[d]imidazole-2-carboxamide C(C1=CC=CC=C1)N1C(=NC2=C1C=C(C=C2)C=2C(=NOC2C)C)C(=O)N